FC(C1=NN(C(=N1)C(=O)N1[C@@H](C2=C(CC1)NC=N2)C=2OC1=C(N2)C=CC=C1C)C)F (S)-(3-(difluoromethyl)-1-methyl-1H-1,2,4-triazol-5-yl)(4-(7-methylbenzo[d]oxazol-2-yl)-6,7-dihydro-1H-imidazo[4,5-c]pyridin-5(4H)-yl)methanone